C(C)(C)NC1CCC2=C(C(C=3C=CC=CC3C2=O)=O)CC1 8-(isopropylamino)-7,8,9,10-tetrahydro-5H-cyclohepta[b]naphthalene-5,11(6H)-dione